C(C)NC(CCCCCCCCCCCCCCC)=O ethyl-palmitoylamine